C(C1=CC=CC=C1)SNC1=C(C=CC=C1C)F (benzylsulfanyl)-2-fluoro-6-methylaniline